tert-butyl (S)-(1-(5-(2-(2,6-difluorophenyl)-3-oxo-2,3-dihydropyridazine-4-carboxamido)-2-(methoxymethyl)-1-methyl-1H-benzo[d]imidazol-4-yl)pyrrolidin-3-yl)carbamate FC1=C(C(=CC=C1)F)N1N=CC=C(C1=O)C(=O)NC1=C(C2=C(N(C(=N2)COC)C)C=C1)N1C[C@H](CC1)NC(OC(C)(C)C)=O